8-((2-cyclohexylethyl)carbamoyl)-11-oxo-10,11-dihydrodibenzo[b,f][1,4]thiazepine-3-carboxylic acid C1(CCCCC1)CCNC(=O)C1=CC2=C(SC3=C(C(N2)=O)C=CC(=C3)C(=O)O)C=C1